methyl-pyrazolo[1,5-a]pyridine-3-carboxamide CC1=NN2C(C=CC=C2)=C1C(=O)N